CC(C)(C(=O)NCCO)N=NC(C)(C)C(=O)NCCO 2,2'-azobis[2-Methyl-N-(2-hydroxyethyl)propionamide]